N-(carboxymethyl)-Lysine C(=O)(O)CN[C@@H](CCCCN)C(=O)O